(S)-5-amino-N-(7-iodoisochroman-4-yl)-N-methyl-6,8-dihydro-1H-furo[3,4-d]pyrrolo[3,2-b]pyridine-2-carboxamide NC1=C2C(=C3C(=N1)C=C(N3)C(=O)N(C)[C@@H]3COCC1=CC(=CC=C31)I)COC2